2-chloro-4-(cyclopentylamino)-N-(2,6-DIMETHYLPHENYL)pyrimidine-5-carboxamide ClC1=NC=C(C(=N1)NC1CCCC1)C(=O)NC1=C(C=CC=C1C)C